OC1CCC(CC1)NC=1N=CC2=C(N1)C(=NC(=C2)C(C)=O)NC(C)C 1-(2-(((1r,4r)-4-hydroxycyclohexyl)amino)-8-(isopropylamino)pyrido[3,4-d]pyrimidin-6-yl)ethan-1-one